4-Ethynyl-5-methyl-1-(pyridin-3-yl)-1H-imidazole-2-carboxamide C(#C)C=1N=C(N(C1C)C=1C=NC=CC1)C(=O)N